C(C)N(S(=O)(=O)C1=CC=C(C=C1)S(=O)(=O)N1C[C@@H](CCC1)C(=O)N[C@H]1CN(CC1)C(=O)OCC)CC ethyl (R)-3-((R)-1-((4-(N,N-diethylsulfamoyl)phenyl)sulfonyl) piperidine-3-carboxamido)pyrrolidine-1-carboxylate